CN1C(N(C(C2=C1N(C(C(=C2NC=2C=C(C(=O)O)C=CC2)C)=O)C)=O)C)=O 3-[(1,3,6,8-tetramethyl-2,4,7-trioxo-1,2,3,4,7,8-hexahydropyrido[2,3-d]pyrimidin-5-yl)amino]benzoic acid